ClC=1C(=C(N2N=C(N=CC21)NC2C(CN(CC2)S(=O)(=O)C)(F)F)C(C)C(C)C)C#N 5-chloro-2-[(3,3-difluoro-1-methanesulfonylpiperidin-4-yl)amino]-7-(3-methylbutan-2-yl)pyrrolo[2,1-f][1,2,4]triazine-6-carbonitrile